2-(5-bromo-2-chloropyridin-3-yl)propan-2-ol (S)-benzyl-N-[4-[4-amino-2-(N-(2-amino-1-methyl-2-oxo-ethyl)-3,4-difluoro-anilino)thiazole-5-carbonyl]phenyl]carbamate C(C1=CC=CC=C1)N(C(=O)OC(C)(C)C=1C(=NC=C(C1)Br)Cl)C1=CC=C(C=C1)C(=O)C1=C(N=C(S1)N(C1=CC(=C(C=C1)F)F)[C@H](C(=O)N)C)N